3-{3-[5-(5,6-Difluoro-1H-indol-2-yl)-2-methoxy-phenyl]-thioureido}-benzoic acid FC=1C=C2C=C(NC2=CC1F)C=1C=CC(=C(C1)NC(NC=1C=C(C(=O)O)C=CC1)=S)OC